FC1=C(C(=CC(=C1)OC)F)C1=C(C(N(N1C)C1=CC(=CC(=C1)C)OC)=O)NC(C1=CC=C(C=C1)OC(F)F)=O N-[5-(2,6-difluoro-4-methoxyphenyl)-2-(3-methoxy-5-methylphenyl)-1-methyl-3-oxo-2,3-dihydro-1H-pyrazol-4-yl]-4-(difluoromethoxy)benzamide